2-(3-chloro-4-fluorophenyl)-4-(dibenzo[b,d]furan-3-yl)-6-phenyl-1,3,5-triazine ClC=1C=C(C=CC1F)C1=NC(=NC(=N1)C=1C=CC2=C(OC3=C2C=CC=C3)C1)C1=CC=CC=C1